C1(CCCC1)NC1=CC=C(C=C1)[C@@H]1N(CCC[C@@H]1C(=O)NC1=CC(=C(C=C1)C)C(F)(F)F)S(=O)(=O)C=1C(=NOC1C)C (2R,3S)-2-(4-(cyclopentylamino)phenyl)-1-((3,5-dimethylisoxazol-4-yl)sulfonyl)-N-(4-methyl-3-(trifluoromethyl)phenyl)piperidine-3-carboxamide